ClC=1C=CC=C2C(C=C(OC12)C1=C(OCCCN2CCCC2)C=C(C=C1)C(F)(F)F)=O (3R)-1-[3-[2-(8-Chloro-4-oxochromen-2-yl)-5-(trifluoromethyl)phenoxy]propyl]pyrrolidin